CN([C@@H]1CN(CC1)C(=O)C=1C(=CC(=NC1)C#N)C)C 5-((s)-3-(dimethylamino)pyrrolidine-1-carbonyl)-4-methylpicolinonitrile